N-((2S)-1-((1-(8-acetyl-2-oxo-1,8-diazaspiro[4.5]decan-3-yl)-4-amino-3,4-dioxobutan-2-yl)amino)-3-cyclohexyl-1-oxopropan-2-yl)-5-chloro-1H-indole-2-carboxamide C(C)(=O)N1CCC2(CC(C(N2)=O)CC(C(C(=O)N)=O)NC([C@H](CC2CCCCC2)NC(=O)C=2NC3=CC=C(C=C3C2)Cl)=O)CC1